(2S,3aR,6S,6aS)-6-formyl-2-methoxy-6a-methyl-4-oxohexahydro-5H-furo[2,3-c]Pyrrole-5,6-dicarboxylic acid 5-tert-butyl 6-methyl ester COC(=O)[C@@]1(N(C([C@H]2[C@@]1(O[C@@H](C2)OC)C)=O)C(=O)OC(C)(C)C)C=O